[5,7-difluoro-2-(4-fluorophenyl)-1H-indol-3-yl]ethylamine FC=1C=C2C(=C(NC2=C(C1)F)C1=CC=C(C=C1)F)CCN